(2R)-1-[5-(3-fluoro-4-methylbenzenesulfonyl)-1H,2H,3H,4H,5H,6H-pyrrolo[3,4-c]pyrrol-2-yl]-2-hydroxy-2-phenylethan-1-one FC=1C=C(C=CC1C)S(=O)(=O)N1CC2=C(C1)CN(C2)C([C@@H](C2=CC=CC=C2)O)=O